COC(=O)C1=NC=C(C=C1)C=1N(C=C(N1)C(F)(F)F)C 5-[1-methyl-4-(trifluoromethyl)imidazol-2-yl]pyridine-2-carboxylic acid methyl ester